Cl.FC(OC1=CC=C(C=C1)C1CCNCC1)(F)F 4-(4-trifluoromethoxyphenyl)piperidine hydrochloride